FC(C1=CC=C(OC2CCC3=CC=C(C=C23)NC(C=C)=O)C=C1)(F)F N-(3-(4-(trifluoromethyl)phenoxy)-2,3-dihydro-1H-inden-5-yl)acrylamide